[2,3-dibutyl-(1-aziridinyl)] propionate C(CC)(=O)ON1C(C1CCCC)CCCC